CS(=O)(=O)C=1C=C(C=CC1)CN1CC2(CN(C2)C(=O)N2CC3(C2)NC(OC3)=O)C1 2-[6-[(3-methylsulfonylphenyl)methyl]-2,6-diazaspiro[3.3]heptane-2-carbonyl]-7-oxa-2,5-diazaspiro[3.4]octan-6-one